BrCC1=C(C(=O)OC)C=CC=C1I methyl 2-(bromomethyl)-3-iodobenzoate